(2S,3R,4R,5S)-2-(hydroxymethyl)-1-(((R)-1-(pyridin-3-yl)pyrrolidin-3-yl)methyl)piperidine-3,4,5-triol OC[C@@H]1N(C[C@@H]([C@H]([C@@H]1O)O)O)C[C@@H]1CN(CC1)C=1C=NC=CC1